C12CC(CC2C1)N1C(C(N(CC1)CC=1SC(=NN1)Br)=O)=O 1-((cis)-bicyclo[3.1.0]hexan-3-yl)-4-((5-bromo-1,3,4-thiadiazol-2-yl)methyl)piperazine-2,3-dione